Cl.N[C@@H](C(=O)NC)CC1=CC=CC=C1 (R)-2-amino-N-methyl-3-phenylpropionamide hydrochloride